3-(((4,4-bis(oct-3-yn-1-yloxy)butanoyl)oxy)methyl)-5-(((4-(((2-(pyrrolidin-1-yl)ethyl)carbamoyl)oxy)decanoyl)oxy)methyl)benzyl (9Z,12Z)-octadeca-9,12-dienoate C(CCCCCCC\C=C/C\C=C/CCCCC)(=O)OCC1=CC(=CC(=C1)COC(CCC(CCCCCC)OC(NCCN1CCCC1)=O)=O)COC(CCC(OCCC#CCCCC)OCCC#CCCCC)=O